FC(C=1N=C2N(N=C(C(=C2C)C)N2CC=3C=C(C=NC3CC2)C(F)(F)F)C(C1)=O)F 2-(difluoromethyl)-8,9-dimethyl-7-(3-(trifluoromethyl)-7,8-dihydro-1,6-naphthyridin-6(5H)-yl)-4H-pyrimido[1,2-b]pyridazin-4-one